(S)-N-(8,9-Difluoro-6-oxo-1,4,5,6-tetrahydro-2H-pyrano[3,4-c]isoquinolin-1-yl)-2-(difluoromethyl)-3-methoxy-N-methyl-2H-indazole-6-carboxamide FC=1C(=CC=2C3=C(NC(C2C1)=O)COC[C@H]3N(C(=O)C=3C=CC1=C(N(N=C1C3)C(F)F)OC)C)F